C(=C)S(=O)(=O)C=C vinyl Sulfone